(R,Z)-N-((1,2,3,5,6,7-Hexahydro-s-indacen-4-yl)carbamoyl)-2-(1-isopropylpyrrolidin-2-yl)ethen-1-sulfonamid C1CCC2=C(C=3CCCC3C=C12)NC(=O)NS(=O)(=O)\C=C/[C@@H]1N(CCC1)C(C)C